3,5-dimethyl-hexene CC(C=C)CC(C)C